1-(4-(2-methyl-5-((4-(trifluoromethyl)phenyl)amino)pyrimidin-4-yl)piperazin-1-yl)prop-2-en-1-one CC1=NC=C(C(=N1)N1CCN(CC1)C(C=C)=O)NC1=CC=C(C=C1)C(F)(F)F